1-(4-methoxybenzyl)-1-(3-(4-methylpiperazin-1-yl)benzyl)urea COC1=CC=C(CN(C(=O)N)CC2=CC(=CC=C2)N2CCN(CC2)C)C=C1